N-(3-pyridyl)-5-[[(3S)-1-[2-oxo-2-[(2S,4S)-2-cyano-4-fluoro-pyrrolidin-1-yl]ethyl]pyrrolidin-3-yl]amino]quinoline-8-carboxamide N1=CC(=CC=C1)NC(=O)C=1C=CC(=C2C=CC=NC12)N[C@@H]1CN(CC1)CC(N1[C@@H](C[C@@H](C1)F)C#N)=O